19-oxo-4,7,10,13,16-pentaoxanonadecanoic acid O=CCCOCCOCCOCCOCCOCCC(=O)O